1-[3-[(2S,4R)-4-(difluoromethyl)tetrahydrofuran-2-yl]-6-[5-[(6-methylpyridazin-3-yl)amino]benzimidazol-1-yl]-2-pyridyl]-5-methyl-pyrazole-3-carbonitrile FC([C@@H]1C[C@H](OC1)C=1C(=NC(=CC1)N1C=NC2=C1C=CC(=C2)NC=2N=NC(=CC2)C)N2N=C(C=C2C)C#N)F